N-((3s,5s)-1-((3s,4r)-1-(tert-butyl)-4-(4-chlorophenyl)pyrrolidine-3-carbonyl)-5-(morpholine-4-carbonyl)pyrrolidin-3-yl)-N-((1s,4r)-4-methylcyclohexyl)propionylamide hydrochloride Cl.C(C)(C)(C)N1C[C@H]([C@@H](C1)C1=CC=C(C=C1)Cl)C(=O)N1C[C@H](C[C@H]1C(=O)N1CCOCC1)[N-]C(CCC1CCC(CC1)C)=O